ClC=1C=2N(C=C(N1)C=1C=NN(C1)CC1=CC=C(C=C1)OC)N=CC2 4-chloro-6-(1-(4-methoxybenzyl)-1H-pyrazol-4-yl)pyrazolo[1,5-a]Pyrazine